1,4-dimethyl-1,4-dihydro-1,4-epoxynaphthalene CC12C=CC(C3=CC=CC=C13)(O2)C